C(C(C)C)(=O)O[C@@H](C)OC(=O)NCC1(CCCCC1)CC(=O)O |r| (1-{[({(1RS)-1-[isobutyryloxy]ethoxy}carbonyl)amino]methyl}cyclohexyl)acetic acid